1-(2-Isopropoxybenzyl)-1H-indole-5-carboxylic acid methyl ester COC(=O)C=1C=C2C=CN(C2=CC1)CC1=C(C=CC=C1)OC(C)C